[H-].[Na+].COC(=O)C1=CC=NN1CCCCCCCC#C (non-8-yn-1-yl)-1H-pyrazole-5-carboxylic acid methyl ester sodium hydride